(4-(6-(methoxymethoxy)pyridin-2-yl)cyclohex-3-en-1-yl)acetaldehyde COCOC1=CC=CC(=N1)C1=CCC(CC1)CC=O